(+/-)-(trans)-2-ethylcyclopropylamine C(C)[C@H]1[C@@H](C1)N |r|